C(#N)[C@H]1N([C@H]2C[C@H]2C1)C(CNC(=O)C1=CC=NC2=CC=C(C=C12)CF)=O N-(2-((1S,3S,5S)-3-Cyano-2-azabicyclo[3.1.0]hexan-2-yl)-2-oxoethyl)-6-(fluoromethyl)quinoline-4-carboxamide